OCC=1C=2N(C=C(C1)C=1NC3=CC=C(C=C3C1C(C)C)C1CCN(CC1)CC(=O)N(C)C)C=CN2 2-(4-(2-(8-(hydroxymethyl)imidazo[1,2-a]pyridin-6-yl)-3-isopropyl-1H-indol-5-yl)piperidin-1-yl)-N,N-dimethylacetamide